(R)-pyrrolidine-2-carboxylic acid N1[C@H](CCC1)C(=O)O